N1C=NC2=C1C=CC(=C2)N2C([C@@H]([C@@H]2C2=C(C=C(C=C2F)OCCC(F)F)F)C2CC2)=O (3R,4R)-1-(1H-benzo[d]imidazol-5-yl)-3-cyclopropyl-4-(4-(3,3-difluoropropoxy)-2,6-difluorophenyl)azetidin-2-one